cholest-5-en-3β-yl heptadecanoate C(CCCCCCCCCCCCCCCC)(=O)O[C@@H]1CC2=CC[C@H]3[C@@H]4CC[C@H]([C@@H](CCCC(C)C)C)[C@]4(CC[C@@H]3[C@]2(CC1)C)C